S1C(=NC2=C1C=CC=C2)S(=O)(=O)CC(CC)(O)C (benzo[D]thiazol-2-ylsulfonyl)-2-methylbutan-2-ol